7-methyl-2-((7-methylbenzo[4,5]imidazo[2,1-b]thiazol-6-yl)amino)-9-(tetrahydro-2H-pyran-4-yl)-7,9-dihydro-8H-purin-8-one CN1C(N(C2=NC(=NC=C12)NC1=CC2=C(N=C3SC=CN32)C=C1C)C1CCOCC1)=O